N-[(S)-1-(3-cyano-5-fluoro-2-hydroxyphenyl)ethyl]-8-cyclopropyl-4-(4,7-diaza-7-spiro[2.6]nonyl)-6-methyl-1,7-diaza-3-naphthamide C(#N)C=1C(=C(C=C(C1)F)[C@H](C)NC(=O)C=1C=NC2=C(N=C(C=C2C1N1CCNC2(CC2)CC1)C)C1CC1)O